4-(((2-amino-4-((tert-butoxycarbonyl)amino)quinazolin-5-yl)oxy)methyl)phenyl sulfurofluoridate S(OC1=CC=C(C=C1)COC1=C2C(=NC(=NC2=CC=C1)N)NC(=O)OC(C)(C)C)(=O)(=O)F